NC1=NC=NN2C1=C(C=C2C=2C=C(C(=NC2)OC)C(=O)N[C@@H]2CN(C[C@@H]2F)S(=O)(=O)CC2=C(C=CC=C2)F)C(F)(F)F 5-[4-amino-5-(trifluoromethyl)pyrrolo[2,1-f][1,2,4]triazin-7-yl]-N-[(3R,4S)-4-fluoro-1-[(2-fluorophenyl)methanesulfonyl]pyrrolidin-3-yl]-2-methoxypyridine-3-carboxamide